OC=1C=C(CNCC(C)C)C=CC1OC N-(3-hydroxy-4-methoxybenzyl)isobutylamine